(1R,3S)-3-(3-{[(6-meth-oxypyridin-3-yl)carbonyl]amino}-1H-pyrazol-5-yl)cyclopentyl propyl-carbamate C(CC)NC(O[C@H]1C[C@H](CC1)C1=CC(=NN1)NC(=O)C=1C=NC(=CC1)OC)=O